5-oxo-1-[(pyridin-2-yl)methyl]Pyrrolidine-3-carboxylic acid O=C1CC(CN1CC1=NC=CC=C1)C(=O)O